N-(6-ETHYL-1-METHYL-1H-INDAZOL-7-YL)-1-(6-(TRIFLUOROMETHYL)PYRIMIDIN-4-YL)-1H-PYRAZOLE-4-SULFONAMIDE C(C)C1=CC=C2C=NN(C2=C1NS(=O)(=O)C=1C=NN(C1)C1=NC=NC(=C1)C(F)(F)F)C